OCCOC(C=C)=O.CC=1C(=CC(=CC1)N=C=O)N=C=O tolylene diisocyanate 2-hydroxyethyl-acrylate